3-benzyloxy-4-bromo-aniline C(C1=CC=CC=C1)OC=1C=C(N)C=CC1Br